(R)-1-(3,5-difluorophenyl)ethylamine hydrochloride Cl.FC=1C=C(C=C(C1)F)[C@@H](C)N